N,N-dibutyl-3-oxabutyramide C(CCC)N(C(COC)=O)CCCC